N1=CC(=CC=C1)CC1(CC1)O 1-(Pyridin-3-ylmethyl)cyclopropan-1-ol